N-octyl-3-methylpyridine bis(trifluoromethanesulfonyl)imide salt [N-](S(=O)(=O)C(F)(F)F)S(=O)(=O)C(F)(F)F.C(CCCCCCC)N1CC(=CC=C1)C